tert-butyl (tert-butoxycarbonyl)(7-(3-((3,3-difluoro-4-hydroxy-6-methylheptyl)oxy)-2-fluorophenyl)-[1,2,4]triazolo[1,5-a]pyridin-2-yl)carbamate C(C)(C)(C)OC(=O)N(C(OC(C)(C)C)=O)C1=NN2C(C=C(C=C2)C2=C(C(=CC=C2)OCCC(C(CC(C)C)O)(F)F)F)=N1